NC1=CC(=NC(=N1)C(F)F)NC1=NC=C(C(=O)NC2CC2)C(=C1)NCC 6-((6-amino-2-(difluoromethyl)pyrimidin-4-yl)amino)-N-cyclopropyl-4-(ethylamino)nicotinamide